C12(CC1)CNC1=NC=C(C=C12)C1=CN(C2=C1C=NC=C2)C(=O)OC(C)(C)C tert-butyl 3-spiro[1,2-dihydropyrrolo[2,3-b]pyridine-3,1'-cyclopropane]-5-ylpyrrolo[3,2-c]pyridine-1-carboxylate